BrC1=CC(=C(OC(C(=O)OCC)C)C=C1)C=O ethyl 2-(4-bromo-2-formylphenoxy)propanoate